C(C)(C)(C)OC(=O)N1C2(CN(C2=O)[C@H](C(=O)O)[C@@H](C)O)CCC12C(N(C2)[C@H](C(=O)O)[C@@H](C)O)=O (2s,2'S,3R,3'R)-2,2'-(5-(tert-butoxycarbonyl)-1,7-dioxo-2,5,8-triazadispiro[3.1.36.24]undecane-2,8-diyl)bis(3-hydroxybutanoic acid)